CC1=CC=NC2=C3N=CC=C(C3=CC=C12)C 4,7-dimethyl-phenanthroline